N5-cyclopropyl-N3-methyl-2-oxo-1-phenethyl-1,2-dihydropyridine-3,5-dicarboxamide C1(CC1)NC(=O)C=1C=C(C(N(C1)CCC1=CC=CC=C1)=O)C(=O)NC